6-(4,4,5,5-tetramethyl-1,3,2-dioxaborolan-2-yl)isochroman CC1(OB(OC1(C)C)C=1C=C2CCOCC2=CC1)C